OC1(CC(C1)C(=O)N1CC2(C1)CCC(CC2)OC2=CC=C(C=C2)C(C)C)C ((1s,3s)-3-Hydroxy-3-methylcyclobutyl)(7-(4-isopropylphenoxy)-2-azaspiro[3.5]nonan-2-yl)methanon